OC1=CC=C(C=C1)C(/C=C/C)C1=CC=C(C=C1)O trans-4,4-bis(4-hydroxyphenyl)-2-butene